((7-((perfluorophenoxy)carbonyl)naphthalen-2-yl)methyl)phosphonic acid FC1=C(OC(=O)C2=CC=C3C=CC(=CC3=C2)CP(O)(O)=O)C(=C(C(=C1F)F)F)F